ClC1=NC=C(C(=C1)C1=C(C=NC(=C1)C)C(=O)NC=1SC2=C(N1)C=C(C=C2)OC(C)C)OC 2'-chloro-5'-methoxy-6-methyl-N-[5-(propan-2-yloxy)-1,3-benzothiazol-2-yl]-[4,4'-bipyridine]-3-carboxamide